((S)-2-amino-4-fluoro-4-methylpentanamido)-3-((S)-2-oxopyrrolidin-3-yl)propanoate N[C@H](C(=O)NC(C(=O)[O-])C[C@H]1C(NCC1)=O)CC(C)(C)F